(S)-3-(4-carbamoyl-3-((3,5-dimethoxyphenyl)ethynyl)-5-(methylamino)-1H-pyrazol-1-yl)pyrrolidine-1-carboxylic acid tert-butyl ester C(C)(C)(C)OC(=O)N1C[C@H](CC1)N1N=C(C(=C1NC)C(N)=O)C#CC1=CC(=CC(=C1)OC)OC